N-methyl-4-(dioleyl)methylpyridinium bromide [Br-].C[N+]1=CC=C(C=C1)C(CCCCCCCC\C=C/CCCCCCCC)CCCCCCCC\C=C/CCCCCCCC